C1(CC1)[C@@H](C1=C(C=CC=C1F)F)C1N(C(C2=CC=C(C=C12)C(=O)N)=O)C1C(NC(CC1)=O)=O ((S)-cyclopropyl(2,6-difluorophenyl)meth-yl)-2-(2,6-dioxopiperidin-3-yl)-1-oxoisoindoline-5-carboxamide